N[C@H](C(=O)N[C@H](C(=O)OC(C)(C)C)CCC(C=[N+]=[N-])=O)CC(C)(C)C tert-Butyl (S)-2-((S)-2-amino-4,4-dimethylpentanamido)-6-diazo-5-oxohexanoate